S1C(=CC=C1)CCNC(=O)NN N-(2-(thiophen-2-yl)ethyl)hydrazinecarboxamide